C[Si]1(O[Si](O[Si](O[Si](O1)(C)C(C)[Si]1(O[Si](O[Si](O[Si](O1)(C)C)(C)C)(C)C)C)(C)C)(C)C)C Bis(heptamethylcyclotetrasiloxanyl)ethane